C1(NCC2=CC=CC=C12)[2H] isoindoline-d